CC1(N=C(C2=C(N1)C=CC=N2)NC2CCCC1=CC=CC=C21)N 2-methyl-N4-(1,2,3,4-tetrahydronaphthalen-1-yl)pyrido[3,2-d]pyrimidine-2,4-diamine